6-(3-hydroxypropyl)pyridin-3-amine OCCCC1=CC=C(C=N1)N